methyl (R,E)-2-((tert-butylsulfinyl)imino)acetate C(C)(C)(C)[S@@](=O)\N=C\C(=O)OC